1-(3,5-Difluoropyridin-4-yl)but-2-yn-1-one FC=1C=NC=C(C1C(C#CC)=O)F